C1=NN=C2N1C1=C(CC(C2)N)C=CC=C1 5,6-dihydro-4H-[1,2,4]triazolo[4,3-a]benzazepin-5-amine